C1=C(C=CC2=CC=CC=C12)C(=O)C12C(=C(C(C1)C2)C2=CC=CC=C2)N(S(=O)(=O)C)C2CCC2 N-(1-(2-naphthoyl)-3-phenylbicyclo[2.1.1]hex-2-en-2-yl)-N-cyclobutylmethanesulfonamide